C(C)OC(=O)C1=CC2=C(N1)SC(=C2)Br 2-bromo-6H-thieno[2,3-b]pyrrole-5-carboxylic acid ethyl ester